N-(cyclopropylmethyl)-2-methoxy-3-[3-(pyrrolidin-1-yl)propoxy]acridin C1(CC1)CN1C=2C=C(C(=CC2CC2=CC=CC=C12)OC)OCCCN1CCCC1